6-(difluoromethyl)-8-[(2R)-2-hydroxy-2-methylcyclopentyl]-2-(4-piperidylamino)pyrido[2,3-d]pyrimidin-7-one FC(C1=CC2=C(N=C(N=C2)NC2CCNCC2)N(C1=O)C1[C@](CCC1)(C)O)F